methyl 6-(chloromethyl)-4-ethylpicolinate ClCC1=CC(=CC(=N1)C(=O)OC)CC